1,1'-(cyclohexane-1,4-diyl)bis(ethan-1-one) C1(CCC(CC1)C(C)=O)C(C)=O